trimethoxy(3,3,4,4,5,5,6,6,7,7,8,8,9,9,10,10,11,11,12,12,13,13,14,14,15,15,16,16,16-nonacosafluorohexadecyl)-silane CO[Si](CCC(C(C(C(C(C(C(C(C(C(C(C(C(C(F)(F)F)(F)F)(F)F)(F)F)(F)F)(F)F)(F)F)(F)F)(F)F)(F)F)(F)F)(F)F)(F)F)(F)F)(OC)OC